CC(=O)C1=C(C=CC=C1OC)O 2-hydroxy-6-methoxyacetophenone